1-(2-Fluoropropyl)-4-(4-(4,4,5,5-tetramethyl-1,3,2-dioxaborolan-2-yl)phenyl)piperidine Methyl-1-[2-amino-6-(furan-2-yl)pyrimidin-4-yl]-1,2,3-benzotriazole-5-carboxylate COC(=O)C1=CC2=C(N(N=N2)C2=NC(=NC(=C2)C=2OC=CC2)N)C=C1.FC(CN1CCC(CC1)C1=CC=C(C=C1)B1OC(C(O1)(C)C)(C)C)C